lithium butanethiolate C(CCC)[S-].[Li+]